C(C=C)(=O)N1CC(CC1)N1N=C(C2=CC=CC(=C12)C(=O)NC(C)(C)C)C1=CC=C(C=C1)C(F)(F)F 1-(1-acryloylpyrrolidin-3-yl)-N-(tert-butyl)-3-(4-(trifluoromethyl)phenyl)-1H-indazole-7-carboxamide